CC1=C(C=C(C=C1)[N+](=O)[O-])N The molecule is a C-nitro compound in which the nitro compound is meta to the amino group and para to the methyl group of o-toluidine. It derives from an o-toluidine.